N-{[6-(6-aminopyridin-3-yl)-1-[(2,6-difluorophenyl)methyl]-3-(6-methoxypyridazin-3-yl)-2,4-dioxothieno[2,3-d]pyrimidin-5-yl]methyl}-N-methylacetamide NC1=CC=C(C=N1)C1=C(C2=C(N(C(N(C2=O)C=2N=NC(=CC2)OC)=O)CC2=C(C=CC=C2F)F)S1)CN(C(C)=O)C